spiro[acridine-9,9-fluorene] C1=CC=CC=2C3=CC=CC=C3C3(C12)C1=CC=CC=C1NC=1C=CC=CC13